8-(tert-butylamino)-2-(methylsulfonyl)pyrido[3,4-d]pyrimidine-6-carbonitrile C(C)(C)(C)NC1=NC(=CC2=C1N=C(N=C2)S(=O)(=O)C)C#N